6-methyl-2-(phenylazo)-3-pyridinol CC1=CC=C(C(=N1)N=NC1=CC=CC=C1)O